tert-Butyl 1-[[(4-nitrophenoxycarbonyl)amino]methyl]-6-azaspiro[2.5]octane-6-carboxylate [N+](=O)([O-])C1=CC=C(OC(=O)NCC2CC23CCN(CC3)C(=O)OC(C)(C)C)C=C1